1-(6-(((5-(2-aminopyridin-4-yl)-7H-pyrrolo[2,3-d]pyrimidin-4-yl)amino)methyl)pyridin-2-yl)piperidin-4-ol NC1=NC=CC(=C1)C1=CNC=2N=CN=C(C21)NCC2=CC=CC(=N2)N2CCC(CC2)O